C1(CC1)C1=C(C(=NO1)C1=C(C=NC=C1OC)F)C1=CC2(C1)CCN(CC2)C=2SC1=C(N2)C(=CC(=C1)C(=O)O)F 2-(2-(5-cyclopropyl-3-(3-fluoro-5-methoxypyridin-4-yl)isoxazol-4-yl)-7-azaspiro[3.5]non-1-en-7-yl)-4-fluorobenzo[d]thiazole-6-carboxylic acid